5-Methyl-1-((4aR,6R,7aS)-2-(octyloxy)-2-oxidotetrahydro-4H-furo[3,2-d][1,3,2]dioxaphosphinin-6-yl)pyrimidine-2,4(1H,3H)-dione CC=1C(NC(N(C1)[C@H]1C[C@@H]2OP(OC[C@H]2O1)(=O)OCCCCCCCC)=O)=O